4-(1-pyrenyl)phenylboronic acid C1(=CC=C2C=CC3=CC=CC4=CC=C1C2=C34)C3=CC=C(C=C3)B(O)O